C(C=C)(=O)N1C[C@@H](C[C@@H]1CC)N1C(=C(C2=C1N=CN=C2N)C(=O)N[C@H](C)C2=CC=CC=C2)C#CC2CC2 7-((3R,5S)-1-propenoyl-5-ethylpyrrolidin-3-yl)-4-amino-6-(cyclopropylethynyl)-N-((R)-1-phenylethyl)-7H-pyrrolo[2,3-d]pyrimidine-5-carboxamide